C(C)(C)(C)OC(=O)N1[C@@H]2[C@@H]([C@@H](C[C@H]1CC2)N(C)C2=CN=C(N=N2)C2=C(C=C(C=C2)Br)OC)F |r| (±)-(1s,2r,3r,5r)-3-((3-(4-bromo-2-methoxyphenyl)-1,2,4-triazin-6-yl)(methyl)amino)-2-fluoro-8-azabicyclo[3.2.1]octane-8-carboxylic acid tert-butyl ester